N8-benzyl-N6-(3-methoxypropyl)-3-methyl-[1,2,4]triazolo[4,3-b]pyridazine-6,8-diamine C(C1=CC=CC=C1)NC=1C=2N(N=C(C1)NCCCOC)C(=NN2)C